ClC=1C=C(C=CC1OC)N1C(CCC[C@H]1C1=NC2=C(N1C1CCC(CC1)(C)O)C=CC(=C2)C=2C(=NOC2C)C)=O (S)-1-(3-chloro-4-methoxyphenyl)-6-(5-(3,5-dimethylisoxazol-4-yl)-1-((1r,4S)-4-hydroxy-4-methylcyclohexyl)-1H-benzo[d]imidazol-2-yl)piperidin-2-one